N-(carbamoylmethyl)iminodiacetic acid C(N)(=O)CN(CC(=O)O)CC(=O)O